NC=1C(=CC(=C(C1)CO)F)OC (5-amino-2-fluoro-4-methoxyphenyl)methanol